FC(C1=NC(=NC=C1)/C=C/C=1C=C(C=CC1)C1=C(NN=N1)C#N)(F)F 5-{3-[(E)-2-(4-trifluoromethyl-pyrimidin-2-yl)-vinyl]-phenyl}-3H-[1,2,3]triazole-4-carbonitrile